3,6,9,15-tetraazabicyclo[9.3.1]pentadecanol C12(CNCCNCCNCC(CCC1)N2)O